tert-butyl trans-5-(7-cyano-5-fluoro-2-methyl-1H-indol-4-yl)octahydro-2H-pyrrolo[3,4-c]-pyridine-2-carboxylate C(#N)C=1C=C(C(=C2C=C(NC12)C)N1C[C@H]2[C@H](CC1)CN(C2)C(=O)OC(C)(C)C)F